FC=1C=CC(=NC1)N1C2=NC(=NC(=C2N=C1)NN=CC1=CC(=CC=C1)C)N1CCOCC1 4-(9-(5-fluoropyridin-2-yl)-6-(2-(3-methylbenzylidene)hydrazinyl)-9H-purin-2-yl)morpholine